benzyl 2-(N-chlorocarbonyl-4-cyclopropyl-2-fluoro-anilino)-2-[4-(trifluoromethyl)-3-pyridyl]acetate ClC(=O)N(C1=C(C=C(C=C1)C1CC1)F)C(C(=O)OCC1=CC=CC=C1)C=1C=NC=CC1C(F)(F)F